cis-hex-3-en-1-ol C(C\C=C/CC)O